C(C)OC(=O)C1=C[C@H]([C@H]([C@@H](C1)O)O)O (3R,4S,5R)-3,4,5-trihydroxy-1-cyclohexene-1-carboxylic acid ethyl ester